O[C@H]1[C@@H](N(C1)C=1N=C(C2=C(N1)CCC2)C=2C=C(C1=C(CCO1)C2)S(=O)(=O)N)C 5-(2-((2S,3R)-3-hydroxy-2-methylazetidin-1-yl)-6,7-dihydro-5H-cyclopenta[d]pyrimidin-4-yl)-2,3-dihydrobenzofuran-7-sulfonamide